CN(CCCCCCCCCCCCCCCCC)C dimethyl-n-heptadecylamine